Cyclohexyl-4-cyclopentyl-2-methoxy-1H-imidazole-1-carboxamide C1(CCCCC1)C1=C(N=C(N1C(=O)N)OC)C1CCCC1